4-(trifluoromethylsulfonimidoyl)phenol FC(S(=O)(=N)C1=CC=C(C=C1)O)(F)F